N-cyclopentyl-2-[2-oxo-6-[3-(trifluoromethyl)phenyl]-3H-imidazo[4,5-b]pyridin-1-yl]acetamide C1(CCCC1)NC(CN1C(NC2=NC=C(C=C21)C2=CC(=CC=C2)C(F)(F)F)=O)=O